2-(2-((5-(1-aminoisoquinolin-5-yl)-2-cyclohexyl-2H-indazol-3-yl)methoxy)phenyl)acetic acid NC1=NC=CC2=C(C=CC=C12)C1=CC2=C(N(N=C2C=C1)C1CCCCC1)COC1=C(C=CC=C1)CC(=O)O